Cl.C(C)OC(C(C1=C2N(C=N1)CCC2)N)=O 2-amino-2-(6,7-dihydro-5H-pyrrolo[1,2-c]imidazol-1-yl)acetic acid ethyl ester hydrochloride